N1=C(C=CC=C1)OCCO 2-(pyridin-2-yloxy)ethan-1-ol